C(C)C=1C(C2=C(C=CC(=C2C(C1CC1=NC=C(C(=C1)C(F)(F)F)C)=O)F)F)=O 2-ethyl-5,8-difluoro-3-((5-methyl-4-(trifluoromethyl)pyridin-2-yl)methyl)naphthalene-1,4-dione